[4-(9H-carbazol-9-yl)phenyl]-(4-methoxyphenyl)methanone C1=CC=CC=2C3=CC=CC=C3N(C12)C1=CC=C(C=C1)C(=O)C1=CC=C(C=C1)OC